C(C)(C)(C)C1=CC=2N(N=C1OCC1=NC=C(C(=O)NCC)C=C1)C(=NN2)C2=NOC(=C2)C 6-[7-tert-butyl-3-(5-methylisoxazol-3-yl)-[1,2,4]triazolo[4,3-b]pyridazin-6-yloxymethyl]-N-ethyl-nicotinamide